3-(3-((2-((3-ethyl-1-(1-isopropylpiperidin-4-yl)-1H-pyrazol-4-yl)amino)-5-(trifluoromethyl)pyrimidin-4-yl)amino)propyl)-1,3-oxazinan-2-one C(C)C1=NN(C=C1NC1=NC=C(C(=N1)NCCCN1C(OCCC1)=O)C(F)(F)F)C1CCN(CC1)C(C)C